4-(3-methyl-5-oxopyrazolin-1-yl)benzoic acid CC=1NN(C(C1)=O)C1=CC=C(C(=O)O)C=C1